[Ar].C(C)(=O)N(O)C(C)=O N,N-diacetyl-hydroxylamine argon